Hydroxybenzyl hydrogen sulfite S(=O)(OC(C1=CC=CC=C1)O)O